Tetradecane-1,3-dione C(CC(CCCCCCCCCCC)=O)=O